FC(C(C=CC(C(C(F)(F)F)(F)F)(C(F)(F)F)F)(F)F)(F)F 1,1,1,2,2,5,6,6,7,7,7-undecafluoro-5-(trifluoromethyl)hept-3-ene